(5s,8r)-1-[(6-chloropyridin-3-yl)methyl]-9-nitro-2,3,5,6,7,8-hexahydro-1H-5,8-epoxyimidazo[1,2-a]azepine ClC1=CC=C(C=N1)CN1CCN2C1=C([C@H]1CC[C@@H]2O1)[N+](=O)[O-]